CO[Si](CCNCC[Si](OC)(OC)OC)(OC)OC bis-(2-trimethoxysilylethyl)amine